ClC1=C(C=C(C(=O)NC[C@H](CC2=C(C=C(C=C2)O)Cl)N(C)C)C=C1F)F (S)-4-chloro-N-(3-(2-chloro-4-hydroxyphenyl)-2-(dimethylamino)propyl)-3,5-difluorobenzamide